N-(3-chloro-4-methylphenyl)-6-{[(2,5-dichlorophenyl)carbonyl]amino}-2-(dimethylamino)-1H-benzimidazole-4-carboxamide 4-methylbenzenesulfonate CC1=CC=C(C=C1)S(=O)(=O)O.ClC=1C=C(C=CC1C)NC(=O)C1=CC(=CC=2NC(=NC21)N(C)C)NC(=O)C2=C(C=CC(=C2)Cl)Cl